N-methyl-N-octadecylanilinium [tetrakis(perfluorophenyl)borate] FC1=C(C(=C(C(=C1F)F)F)F)[B-](C1=C(C(=C(C(=C1F)F)F)F)F)(C1=C(C(=C(C(=C1F)F)F)F)F)C1=C(C(=C(C(=C1F)F)F)F)F.C[NH+](C1=CC=CC=C1)CCCCCCCCCCCCCCCCCC